CC=1C=C2C(C(NC2=CC1)=O)=NN=C1SCC(N1C1=CC(=CC=C1)C(C)C)=O 5-methyl-3-(2-(3-(3-isopropylphenyl)-4-oxothiazolidine-2-ylidene)hydrazono)indol-2-one